C(C)(C)C=1C=C(C(=C(C1)O)B1OC(C(O1)(C)C)(C)C)C 5-isopropyl-3-methyl-2-(4,4,5,5-tetramethyl-1,3,2-dioxaborolan-2-yl)phenol